7-ethynyl-2,2-dimethoxyspiro[3.5]nonane C(#C)C1CCC2(CC(C2)(OC)OC)CC1